(Z)-ethyl 2-(4-(1-(4-(trifluoromethoxy)phenyl)-1H-1,2,4-triazol-3-yl)benzylidene)butanoate FC(OC1=CC=C(C=C1)N1N=C(N=C1)C1=CC=C(\C=C(/C(=O)OCC)\CC)C=C1)(F)F